CC=1C=C(C=C(C1)C)[C@@H]1N=C(OC1)C1=NC(=CC=C1)C=1OC[C@@H](N1)C1=CC(=CC(=C1)C)C 2,6-bis((S)-4-(3,5-dimethylphenyl)-4,5-dihydrooxazol-2-yl)pyridine